Pentan-2,5,5,5-d4 CC(CCC([2H])([2H])[2H])[2H]